(2,4-difluoro-6-iodophenyl)-2,2,2-trifluoroacetamide FC1=C(C(=CC(=C1)F)I)NC(C(F)(F)F)=O